COC12CC(C1)(C2)NC(=O)NCC2=CC(=CC=C2)C(F)(F)F 1-(3-methoxy-1-bicyclo[1.1.1]pentanyl)-3-[[3-(trifluoromethyl)phenyl]methyl]urea